C[C@H]1CN(CC2=CC=C(C=C12)N1CCN(CC1)CC=1N=CN(C1)C)C1=C2C(=NC=C1)N(N=C2)C (4R)-4-methyl-6-[4-[(1-methylimidazol-4-yl)methyl]piperazin-1-yl]-2-(1-methylpyrazolo[3,4-b]pyridin-4-yl)-3,4-dihydro-1H-isoquinoline